fluorooctyl-trimethoxysilane ethyl-(E)-2-(5-(2-ethoxyvinyl)pyrimidin-2-yl)-2-methylpropanoate C(C)OC(C(C)(C)C1=NC=C(C=N1)\C=C\OCC)=O.FCCCCCCCC[Si](OC)(OC)OC